(S)-2-(((benzyloxy)carbonyl)amino)propanamido pyrrolidine-1,3-dicarboxylate N1(CC(CC1)C(=O)[O-])C(=O)ONC([C@H](C)NC(=O)OCC1=CC=CC=C1)=O